N-((6-fluoropyridin-2-yl)methyl)-4-methoxy-7-(1-methyl-1H-pyrazol-5-yl)-N-(3-(methylamino)-3-oxopropyl)benzo[b]thiophene-2-carboxamide FC1=CC=CC(=N1)CN(C(=O)C1=CC2=C(S1)C(=CC=C2OC)C2=CC=NN2C)CCC(=O)NC